(R)-N-[(R)-(2-fluorophenyl)-[(2R,5S)-5-isopropyl-3,6-dimethoxy-2,5-dihydropyrazin-2-yl]methyl]-2-methyl-propane-2-sulfinamide FC1=C(C=CC=C1)[C@@H](N[S@](=O)C(C)(C)C)[C@H]1N=C([C@@H](N=C1OC)C(C)C)OC